BrC=1C(=NC(=NC1)NC=1C(=NN(C1)C1CCNCC1)C)NCCCN1C(CCCC1)=O 1-(3-((5-bromo-2-((3-methyl-1-(piperidin-4-yl)-1H-pyrazol-4-yl)amino)pyrimidin-4-yl)amino)propyl)piperidin-2-one